N-tert-butyl-α-(2-sulfophenyl)nitrone C(C)(C)(C)[N+](=CC1=C(C=CC=C1)S(=O)(=O)O)[O-]